FC=1C=C2C(N(C=3N(C2=CC1)C(NN3)=S)CCCNC(=O)C3CCN(CC3)C(=O)OC(C)(C)C)=O tert-butyl 4-((3-(7-fluoro-5-oxo-1-thioxo-1,2-dihydro-[1,2,4]triazolo[4,3-a]quinazolin-4(5H)-yl)propyl)carbamoyl)piperidine-1-carboxylate